dimethyl-2,3-dihydroxyamino-butane CC(C(C)(NO)C)(C)NO